tert-butyl (1S,4S)-5-{2-[4-(4-chlorophenyl)-5-(pyridin-4-yl)-1H-imidazol-1-yl]acetyl}-2,5-diazabicyclo[2.2.2]octane-2-carboxylate ClC1=CC=C(C=C1)C=1N=CN(C1C1=CC=NC=C1)CC(=O)N1[C@@H]2CN([C@H](C1)CC2)C(=O)OC(C)(C)C